3-(6-methyl-2-pyridinyl)-N-phenyl-4-(4-quinolinyl)-1H-pyrazole-1-carbonyl-thioamide CC1=CC=CC(=N1)C1=NN(C=C1C1=CC=NC2=CC=CC=C12)C(=O)S[N-]C1=CC=CC=C1